4-nitrophenyl ((1r,3r)-3-(5-(trifluoromethyl)-1H-pyrazol-1-yl)cyclobutyl) carbonate C(OC1=CC=C(C=C1)[N+](=O)[O-])(OC1CC(C1)N1N=CC=C1C(F)(F)F)=O